CN1C(CC(CC1(C)C)OC(C(C(=O)OC1CC(N(C(C1)(C)C)C)(C)C)(CC1=C(C(=CC(=C1)C(C)(C)C)C(C)(C)C)O)CCCC)=O)(C)C bis(1,2,2,6,6-pentamethylpiperidin-4-yl)2-n-butyl-2-(2-hydroxy-3,5-di-tert-butylbenzyl)malonate